1-methyl-6-((3-((1R,5R,6S)-3-phenylbicyclo[3.1.0]hex-2-en-6-yl)-1,2,4-oxadiazol-5-yl)methyl)-1,6-dihydro-7H-[1,2,3]triazolo[4,5-d]pyrimidin-7-one CN1N=NC=2N=CN(C(C21)=O)CC2=NC(=NO2)[C@H]2[C@@H]1CC(=C[C@H]21)C2=CC=CC=C2